C1(CC1)N1C=CC2=CC=CC=C12 1-cyclopropyl-indole